tert-Butyl (3-cyano-7-fluoro-4-(5-fluoro-3-((1-(morpholinomethyl)cyclopropyl)methoxy)-7,9-dihydrofuro[3,4-f]quinazolin-6-yl)thieno[3,2-c]pyridin-2-yl)carbamate C(#N)C1=C(SC2=C1C(=NC=C2F)C=2C1=C(C=3C=NC(=NC3C2F)OCC2(CC2)CN2CCOCC2)COC1)NC(OC(C)(C)C)=O